OC1=C2C(O[C@H](CCCC(CCCCCC2=CC(=C1)O)=O)C)=O (11S)-15,17-dihydroxy-11-methyl-12-oxabicyclo-[12.4.0]octadecane-1(18),14,16-triene-7,13-dione